NC1CCN(CC1)C(=O)C=1C(=NN(C1)C1=CC=C(C=C1)OC)C1=CC=C(C#N)C=C1 4-(4-(4-aminopiperidine-1-carbonyl)-1-(4-methoxyphenyl)-1H-pyrazol-3-yl)benzonitrile